3-(5-methyl-1,3-thiazol-2-yl)-5-[(2S)-tetrahydrofuran-2-ylmethoxy]-N-{(1R)-1-[2-(trifluoromethyl)pyrimidin-5-yl]ethyl}benzamide CC1=CN=C(S1)C=1C=C(C(=O)N[C@H](C)C=2C=NC(=NC2)C(F)(F)F)C=C(C1)OC[C@H]1OCCC1